CN(C1=CC=C(C=C1)C(C1=CC(=CC=C1)Br)C1=C(C=CC=C1)O)C (4-dimethylaminophenyl)(2-hydroxyphenyl)(3-bromophenyl)methane